C(C(=C)C)(=O)OC(COC)COC 1,3-dimethoxy-2-propanol methacrylate